1-(5-methyl-2-((1-methylpiperidin-3-yl)amino)pyrimidin-4-yl)-N-(1-(3-chlorophenyl)-2-hydroxyethyl)-1H-pyrrole-3-carboxamide CC=1C(=NC(=NC1)NC1CN(CCC1)C)N1C=C(C=C1)C(=O)NC(CO)C1=CC(=CC=C1)Cl